(4-fluorophenyl)(4-(((3-(5-fluoro-1H-indol-3-yl)propyl)amino)methyl)piperidin-1-yl)methanone FC1=CC=C(C=C1)C(=O)N1CCC(CC1)CNCCCC1=CNC2=CC=C(C=C12)F